FC(C(=O)[O-])(F)F.CN1N=CC(=C1)C=1C=CC=2N(C1)N=CC2[NH+]2CCNCCC2 [6-(1-methyl-1H-pyrazol-4-yl)pyrazolo[1,5-a]pyridine-3-yl]-1,4-diazepan-1-ium trifluoroacetate